4-(6-((4-cyano-2-Methylbenzofuran-7-yl)methoxy)pyridin-2-yl)piperidine-1-carboxylic acid tert-butyl ester C(C)(C)(C)OC(=O)N1CCC(CC1)C1=NC(=CC=C1)OCC1=CC=C(C=2C=C(OC21)C)C#N